COC=1C=C(C=CC1OC)C=1NC2=CC=C(C=C2C1C)C1CCN(CC1)CC1=CN=CN1C 2-(3,4-dimethoxyphenyl)-3-methyl-5-(1-((1-methyl-1H-imidazol-5-yl)methyl)piperidin-4-yl)-1H-indole